2-ethyl xanthate O(C(=S)[S-])CC